C(C)C=1N=CN(C1C(=O)N(C)OC)COCC[Si](C)(C)C 4-ethyl-N-methoxy-N-methyl-1-((2-(trimethylsilyl)ethoxy)methyl)-1H-imidazole-5-carboxamide